[Cl-].ClCC(C)[N+](C)(C)C 3-chloro-2-propyltrimethylammonium chloride